FC=1C=C(C(=O)OCC)C=CC1N1CCC(CC1)CO ethyl 3-fluoro-4-(4-(hydroxymethyl)piperidin-1-yl)benzoate